C2-ethylhexanol C(C)C(CO)CCCC